ClC1=NSC=2C1=NC(=CC2N2S(CCCC2)(=O)=O)N2[C@@H](COCC2)C 2-{3-chloro-5-[(3R)-3-methylmorpholin-4-yl]-[1,2]thiazolo[4,5-b]pyridin-7-yl}-1λ^6,2-thiazinane-1,1-dione